BrC1=CC=C(C=C1)C(CN)C 2-(4-bromophenyl)propyl-amine